NC1=C(C=CC=C1)C1=NC(=NN1)CNC(C1=C(C=CC=C1)OC(F)F)=O N-((5-(2-aminophenyl)-1H-1,2,4-triazol-3-yl)methyl)-2-(difluoromethoxy)benzamide